2-azabicyclo[2.2.2]octane-4-carboxylic acid C12NCC(CC1)(CC2)C(=O)O